COC1=C(C=C(C=O)C=C1)O[Si](C)(C)C1=C(C(=CC=C1)C)C 4-methoxy-3-(xylyl-dimethylsilyloxy)benzaldehyde